6-chloro-5-iodo-N,N-bis(4-methoxybenzyl)-4-methylpyridin-2-amine ClC1=C(C(=CC(=N1)N(CC1=CC=C(C=C1)OC)CC1=CC=C(C=C1)OC)C)I